COC1=C(CNC2=NC=NC3=C(C=C(C=C23)I)C(=O)OC)C=CC(=C1)OC methyl 4-((2,4-dimethoxybenzyl) amino)-6-iodoquinazoline-8-carboxylate